2-[(2R,3S)-2-amino-3-fluorobutyl]-3-bromo-5-chloro-N-(thiophen-2-ylmethyl)furo[3,2-b]pyridin-7-amine N[C@H](CC1=C(C2=NC(=CC(=C2O1)NCC=1SC=CC1)Cl)Br)[C@H](C)F